CN1C(=O)C(=O)C2=CC(=CC=C12)OC n-methyl-5-methoxyisatin